CC(N)C1=CC=C(C=C1)N1N=C(C=C1CC)C(F)(F)F methyl-1-[4-[5-ethyl-3-(trifluoromethyl)pyrazol-1-yl]phenyl]methanamine